ClC1=C(C(=O)N2COC3=C(C2)C=CC=C3C3=CC(=C(C(=O)O)C=C3F)N3C2COCC3CC2)C(=CC(=C1)OC1CN(C1)CC(F)(F)F)Cl 4-[3-[2,6-dichloro-4-[1-(2,2,2-trifluoroethyl)azetidin-3-yl]oxybenzoyl]-2,4-dihydro-1,3-benzoxazine-8-yl]-5-fluoro-2-(3-oxa-8-azabicyclo[3.2.1]octan-8-yl)benzoic acid